NCC(=O)N1[C@@H](C[C@H](C1)NC(C1=CC=CC=C1)=O)C(=O)O (2s,4r)-1-(2-aminoacetyl)-4-benzoylaminopyrrolidine-2-carboxylic acid